IC=1C2=C(N(N1)C)CCC2 3-iodo-1-methyl-1,4,5,6-tetrahydrocyclopenta[c]pyrazole